(S)-2-(5-chloro-2-methyl-4-(1,1,1-trifluoro-3-hydroxy-2-methylpropan-2-yl)phenyl)-4-oxo-1,4-dihydro-1,6-naphthyridine-5-carboxamide ClC=1C(=CC(=C(C1)C=1NC=2C=CN=C(C2C(C1)=O)C(=O)N)C)[C@](C(F)(F)F)(CO)C